(R)-ethyl 2-(3-((6-chloro-5-methylpyridazin-3-yl)amino)piperidin-1-yl)acetate ClC1=C(C=C(N=N1)N[C@H]1CN(CCC1)CC(=O)OCC)C